malamide C(C(O)CC(=O)N)(=O)N